Ethyl 4-cyano-1-(cyclobutylmethyl)-1H-pyrazole-5-carboxylate C(#N)C=1C=NN(C1C(=O)OCC)CC1CCC1